CN(C(CN1N=CC(=C1)NC(OC1CN(CCC1)C1=NC=CC(=N1)F)=O)=O)CCOC1=CC=C(C=C1)C 1-(4-fluoropyrimidin-2-yl)piperidin-3-yl (1-(2-(methyl (2-(p-tolyloxy)ethyl)-amino)-2-oxoethyl)-1H-pyrazol-4-yl)carbamate